C1=CC=CC=2C3=CC=CC=C3N(C12)C=1C=CC=2N(C3=CC=C(C=C3C2C1)N1C2=CC=CC=C2C=2C=CC=CC12)C1=NC(=C(C(=C1C1=CC=CC=C1)C1=CC=C(C#N)C=C1)C1=CC=CC=C1)C1=CC=CC=C1 4-(2-(9'H-[9,3':6',9''-tercarbazol]-9'-yl)-3,5,6-triphenylpyridin-4-yl)benzonitrile